6-fluoro-N-((3S,4S)-3-fluoro-1-(oxetan-3-yl)piperidin-4-yl)-5-(1-((S)-2-fluoropropyl)-1H-benzo[d][1,2,3]triazol-6-yl)-4-methoxypyrrolo[2,1-f][1,2,4]triazin-2-amine FC=1C(=C2C(=NC(=NN2C1)N[C@@H]1[C@H](CN(CC1)C1COC1)F)OC)C=1C=CC2=C(N(N=N2)C[C@H](C)F)C1